ClC1=NC=CC(=N1)C1CN(C1)CCCNC(OC(C)(C)C)=O tert-butyl N-[3-[3-(2-chloropyrimidin-4-yl)azetidine-1-yl]propyl]carbamate